FC1=CC=C(C=C1)N1N=CC2=CC(=CC=C12)N1[C@@H]([C@H](CC1=O)NC(=O)C1=NN(C=C1)C)C1=CC=CC=C1 N-[(2R,3S)-1-(1-(4-fluorophenyl)-1H-indazol-5-yl)-5-oxo-2-phenylpyrrolidin-3-yl]-1-methyl-1H-pyrazole-3-carboxamide